N-(2-aminophenyl)-4-[[[4-[(5-methyl-1H-pyrazol-3-yl)amino]pyrrolo[2,1-f][1,2,4]triazin-2-yl]amino]methyl]benzamide NC1=C(C=CC=C1)NC(C1=CC=C(C=C1)CNC1=NN2C(C(=N1)NC1=NNC(=C1)C)=CC=C2)=O